(R)-4-(5-Chloro-3-iodo-1-(2,2,2-trifluoroethyl)-1H-pyrazolo[4,3-b]pyridin-7-yl)-3-Methylmorpholine ClC1=CC(=C2C(=N1)C(=NN2CC(F)(F)F)I)N2[C@@H](COCC2)C